FC1(CCN(CC1)C1=C(C=C(C=N1)NC(=O)NC1=CNC2=NC=C(C=C21)OC)F)F 1-(6-(4,4-difluoropiperidin-1-yl)-5-fluoropyridin-3-yl)-3-(5-methoxy-1H-pyrrolo[2,3-b]pyridin-3-yl)urea